Palladium propionat C(CC)(=O)[O-].[Pd+2].C(CC)(=O)[O-]